tert-Butyl(dimethyl-silyl)oxy-3-methylcyclobutanone C(C)(C)(C)C1(C(CC1C)=O)O[SiH](C)C